C(C=C)NCCCNCC=C N,N'-diallyl-1,3-diaminopropane